5-chloro-2-methyl-7-(trifluoromethyl)thiazolo[5,4-b]pyridine ClC1=CC(=C2C(=N1)SC(=N2)C)C(F)(F)F